(S)-2-((4-(6-((5-Fluoro-2-(2-methoxyethyl)-2H-indazol-6-yl)methoxy)pyridine-2-yl)piperidin-1-yl)methyl)-1-(oxetan-2-ylmethyl)-1H-benzo[d]imidazole-6-carboxylic acid FC1=CC2=CN(N=C2C=C1COC1=CC=CC(=N1)C1CCN(CC1)CC1=NC2=C(N1C[C@H]1OCC1)C=C(C=C2)C(=O)O)CCOC